heptyl 3-ethyl-6-(2-((3-heptyldecanoyl)oxy)ethyl)-12-hexyl-10-oxo-9,11-dioxa-3,6-diazahexadecane-16-oate C(C)N(CC)CCN(CCOC(OC(CCCC(=O)OCCCCCCC)CCCCCC)=O)CCOC(CC(CCCCCCC)CCCCCCC)=O